3-(2-(2-((R)-1-((3-amino-6-bromopyrazin-2-yl)oxy)ethyl)-4,6-difluorophenyl)nicotinyl)-1-methyl-1H-pyrazole-5-carbonitrile NC=1C(=NC(=CN1)Br)O[C@H](C)C1=C(C(=CC(=C1)F)F)C1=C(CC2=NN(C(=C2)C#N)C)C=CC=N1